(5s,7s)-7-fluoro-5-phenyl-6,7-dihydro-5H-pyrrolo[1,2-b][1,2,4]Triazole F[C@H]1C[C@H](N2N=CN=C21)C2=CC=CC=C2